CC=C(C)C 1,2-dimethyl-propylene